cyclopropyl-6-methyl-2-(p-tolyl)-7H-pyrrolo[2,3-d]pyrimidin-4-amine C1(CC1)C1=C(NC=2N=C(N=C(C21)N)C2=CC=C(C=C2)C)C